BrC=1C(=CC2=CN(N=C2C1)CCOC)[N+](=O)[O-] 6-bromo-2-(2-methoxyethyl)-5-nitro-2H-indazole